Cl.Cl.CN1N=C(C(=C1)C=1C=CC(=NC1)NC1C[C@@H]2[C@@H](CNC2)C1)C (3ar,5s,6as)-N-(5-(1,3-dimethyl-1H-pyrazol-4-yl)pyridin-2-yl)octahydrocyclopenta[c]pyrrol-5-amine dihydrochloride